ClC1=CC=C(N=N1)OC1=CC2=C(C=C1)C1(COC1)N(C(O2)=O)CC=2C(=C(C=CC2)CS(=O)(=O)NC)F 1-[3-({7-[(6-chloropyridazin-3-yl)oxy]-2-oxo-2,3-dihydrospiro[1,3-benzoxazine-4,3'-oxetan]-3-yl}methyl)-2-fluorophenyl]-N-methylmethanesulfonamide